O1CCN(CC1)C1=CC=CC=C1S(=O)(=O)N1C=CC=C1 6-morpholino-1-(benzenesulfonyl)-1H-pyrrole